C(C)C(CCC1=CC(=C(C=C1)C1=CC=C(S1)C1=C(C(=C(C2=NSN=C21)C=2SC(=CC2)C2=C(C=C(C=C2)CCC(CCCC)CC)F)N)N)F)CCCC 4,7-bis[5-[4-(3-ethylheptyl)-2-fluoro-phenyl]-2-thienyl]-5,6-diamino-2,1,3-benzothiadiazole